C(C)N(S(=O)(=O)C=1C=CC=2N(N1)C(=NN2)C(F)(F)F)[C@@H](C(F)(F)F)C2=CC=C(C=C2)F (R)-N-ethyl-N-(2,2,2-trifluoro-1-(4-fluorophenyl)ethyl)-3-(trifluoromethyl)-[1,2,4]triazolo[4,3-b]pyridazine-6-sulfonamide